(8aR)-4,4,8,8-tetramethylhexahydro-1H-3,8a-methanonaphthalen-5(6H)-one CC1(C2CC[C@@]3(C(CCC(C13)=O)(C)C)C2)C